2-vinyl-2,3,4,4a,9,9a-hexahydro-1H-1,4-methanoxanthene C(=C)C1C2C3CC4=CC=CC=C4OC3C(C1)C2